(S)-3-((S)-sec-butyl)-4-(3-oxopiperazine-1-carbonyl)-1,3,4,5-tetrahydro-2H-benzo[e][1,4]diazepin-2-one [C@H](C)(CC)[C@@H]1N(CC2=C(NC1=O)C=CC=C2)C(=O)N2CC(NCC2)=O